FC1(CCN(CC1)C1=NC(=CC=2N1C=CC2)C2=NN=C(O2)C2=C(C=C(C=C2)C(CO)S(=O)(=O)N)N2CCC1(CC1)CC2)F (4-(5-(1-(4,4-difluoropiperidin-1-yl)pyrrolo[1,2-c]pyrimidin-3-yl)-1,3,4-oxadiazol-2-yl)-3-(6-azaspiro[2.5]oct-6-yl)phenyl)-2-hydroxyethanesulfonamide